humulene C/C/1=C\CC(/C=C/C/C(=C/CC1)/C)(C)C